Xanthurenic acid O=C(O)C1C=C(O)C2=CC=CC(O)=C2N=1